sodium 2-mercaptothiazoline 3-((tert-butyldimethylsilyl)oxy)-5-hydroxypentyl-4,4-bis(((Z)-oct-5-en-1-yl)oxy)butanoate [Si](C)(C)(C(C)(C)C)OC(CCOC(CCC(OCCCC\C=C/CC)OCCCC\C=C/CC)=O)CCO.SC=1SCCN1.[Na]